BrC1=C2C=NN(C2=CC(=C1OC(F)F)C)C1OCCCC1 4-bromo-5-(difluoromethoxy)-6-methyl-1-(tetrahydro-2H-pyran-2-yl)-1H-indazole